FC1(CCC2=C1N=C(N=C2C=2C=CC(=C(C2)S(=O)(C)=N)OC(F)(F)F)N2[C@H]([C@@H](C2)O)C)F (5-(7,7-difluoro-2-((2S,3R)-3-hydroxy-2-methylazetidin-1-yl)-6,7-dihydro-5H-cyclopenta[d]pyrimidin-4-yl)-2-(trifluoromethoxy)phenyl)(imino)(methyl)-λ6-sulfanone